4,6-dichloro-N-(4-pyridyl)quinoline-3-sulfonamide ClC1=C(C=NC2=CC=C(C=C12)Cl)S(=O)(=O)NC1=CC=NC=C1